C1(=CC=CC=C1)N1NN(C=C(C1)C1=CC=CC=C1)B(O)O 3,5-diphenyltriazine-1-boronic acid